N-((3S,4R)-4-fluoro-1-methylpiperidin-3-yl)-5-methyl-6-(4-(trifluoromethyl)-phenyl)pyridazin-3-amine F[C@H]1[C@H](CN(CC1)C)NC=1N=NC(=C(C1)C)C1=CC=C(C=C1)C(F)(F)F